C(CCCCCCCC)(=O)O[C@@H]1[C@](O[C@H](C1)N1C2=NC(=NC(=C2N=C1)N)F)(CO[P@](=O)(OC1=CC=CC=C1)N[C@H](C(=O)OC(C)C)C)C#C (2R,3S,5R)-5-(6-Amino-2-fluoro-9H-purin-9-yl)-2-ethynyl-2-((((S)-(((S)-1-isopropoxy-1-oxopropan-2-yl)amino)(phenoxy)phosphoryl)oxy) methyl)tetrahydrofuran-3-yl nonanoate